silicon germanium Tin [Sn].[Ge].[Si]